1,2-bis(hydroxymethyl)cyclopentane tert-butyl-3-[4-(3-chloro-2-fluoro-anilino)pyrido[3,4-d]pyrimidin-6-yl]pyrrolidine-1-carboxylate C(C)(C)(C)OC(=O)N1CC(CC1)C1=CC2=C(N=CN=C2NC2=C(C(=CC=C2)Cl)F)C=N1.OCC1C(CCC1)CO